(pyrazin-2-yl)methylsulfonyl chloride N1=C(C=NC=C1)CS(=O)(=O)Cl